Tert-butyl 4-(1-(4-((4-(((3-(N-methylmethylsulfonamido)pyrazin-2-yl)methyl)-amino)-5-(trifluoromethyl)pyrimidin-2-yl)amino)benzoyl)piperidin-4-yl)piperazine-1-carboxylate CN(S(=O)(=O)C)C=1C(=NC=CN1)CNC1=NC(=NC=C1C(F)(F)F)NC1=CC=C(C(=O)N2CCC(CC2)N2CCN(CC2)C(=O)OC(C)(C)C)C=C1